CC1(CN(CCO1)C=1C=C2CCN(CC2=CC1)C(=O)NC1=CNC2=CC=CC=C12)C 6-(2,2-dimethylmorpholinyl)-N-(1H-indol-3-yl)-3,4-dihydroisoquinoline-2(1H)-carboxamide